4-phenylpyrimidineamide C1(=CC=CC=C1)C1=NC(=NC=C1)C(=O)N